(S)-(5-(2-fluorophenyl)thiazol-2-yl)(morpholin-2-yl)methanone hydrochloride Cl.FC1=C(C=CC=C1)C1=CN=C(S1)C(=O)[C@@H]1CNCCO1